2-((4-bromophenyl)(methoxy)methylene)malononitrile BrC1=CC=C(C=C1)C(=C(C#N)C#N)OC